FC(C=1C=C2C(=CNC2=CC1)CCCCC1NCCN(C1)C1=C(OC2=C1C=CC=C2)C(=O)N)(F)F (5-(4-(5-(trifluoromethyl)-1H-indol-3-yl)butyl)piperazin-1-yl)benzofuran-2-carboxamide